FC=1C=C(CN2C(=NC3=NC=C(C=C32)N3C=CC=2C3=NC(=CN2)N2N=CC=C2)C)C=C(C1)F 1-(3,5-difluorobenzyl)-2-methyl-6-(3-(1H-pyrazol-1-yl)-5H-pyrrolo[2,3-b]pyrazin-5-yl)-1H-imidazo[4,5-b]pyridine